C(C1=CC=CC=C1)N(NC(=O)C1N(CCC1)C(=O)OCC1C2=CC=CC=C2C=2C=CC=CC12)C(=O)SCC (9H-fluoren-9-yl)methyl 2-(2-benzyl-2-((ethylthio)carbonyl)hydrazine-1-carbonyl)pyrrolidine-1-carboxylate